NC1=CC=C(C(=O)NCCCC#CC2=CC3=C(N(C(N3C)=O)C3C(NC(CC3)=O)=O)C=C2)C=C1 4-amino-N-[5-[1-(2,6-dioxopiperidin-3-yl)-3-methyl-2-oxo-1,3-benzodiazol-5-yl]pent-4-yn-1-yl]benzamide